FC1=CC=CC=2C(=N[C@H](C(NC21)=O)N2CC=C1OC(CCN12)C)C1=CC=CC=C1 N-[(3S)-9-fluoro-2-oxo-5-phenyl-1,3-dihydro-1,4-benzodiazepine-3-yl]-5-methyl-6,7-dihydro-5H-pyrazolo[5,1-b][1,3]Oxazine